2-hydroxy-5-methoxyfuran-3-carboxic acid OC=1OC(=CC1C(=O)O)OC